C(#N)C=1C=CC(=C(C1)C1=C(C=NC(=C1)C)C(=O)NC=1SC(=NN1)OCC1=NC=C(C=C1)CO)OC 4-(5-cyano-2-methoxyphenyl)-N-(5-((5-(hydroxymethyl)pyridin-2-yl)methoxy)-1,3,4-thiadiazol-2-yl)-6-methylpyridine-3-carboxamide